6,8-difluoro-7-hydroxycoumarin-3-carboxylic acid FC=1C=C2C=C(C(OC2=C(C1O)F)=O)C(=O)O